2-(piperidin-1-yl)malononitrile N1(CCCCC1)C(C#N)C#N